3,4-bis(benzyloxy)-2-chlorobenzohydrazide C(C1=CC=CC=C1)OC=1C(=C(C(=O)NN)C=CC1OCC1=CC=CC=C1)Cl